ClC1=CC=C2CCCCC2=C1 7-chloro-1,2,3,4-tetrahydronaphthalen